BrC=1C=NN(C1Cl)C1C(C1)(F)F 4-bromo-5-chloro-1-(2,2-difluorocycloPropyl)-1H-pyrazole